[3-[4-(methylamino)-5,6,7,8-tetrahydropyrido[3,4-d]pyrimidin-2-yl]pyrrolidin-1-yl]-[4-(4-methyl-1-piperidyl)phenyl]methanone CNC=1C2=C(N=C(N1)C1CN(CC1)C(=O)C1=CC=C(C=C1)N1CCC(CC1)C)CNCC2